(2E)-3-[1,4-dimethyl-7-(trifluoromethoxy)-1H-benzotriazol-5-yl]prop-2-enoic acid ethyl ester C(C)OC(\C=C\C1=C(C2=C(N(N=N2)C)C(=C1)OC(F)(F)F)C)=O